C(C)(C)(C)OC(C1=CC=C(C=C1)N(C)C([C@H](C1=CC=CC=C1)N)=O)=O (S)-4-(2-amino-N-methyl-2-phenylacetylamino)benzoic acid tert-butyl ester